(2S)-2-Amino-3-methyl-N-[4-(1H-pyrrolo[2,3-b]pyridin-4-yl)phenyl]butanamide N[C@H](C(=O)NC1=CC=C(C=C1)C1=C2C(=NC=C1)NC=C2)C(C)C